C(C)(C)(C)OC(NCC1=CC=C(C=C1)C=NNC1=NC2=CC(=C(C=C2N=C1)OC)OC)=O tert-Butyl-(4-((2-(6,7-dimethoxyquinoxalin-2-yl)hydrazineylidene)methyl)-benzyl)-carbamate